tert-butyl 3-sulfanylpyrrolidine-1-carboxylate SC1CN(CC1)C(=O)OC(C)(C)C